5-Chloro-4-methyl-1H-1,6-naphthyridin-2-one ClC1=C2C(=CC(NC2=CC=N1)=O)C